Cl.FC1=CC=C(C=C1)C=1SC=2CNCCC2N1 2-(4-Fluorophenyl)-4,5,6,7-tetrahydrothiazolo[5,4-c]pyridine hydrochloride